1,1'-(ethene-1,2-diylbis(4,1-phenylene))bis(2-methylpropan-2-ol) C(=CC1=CC=C(C=C1)CC(C)(O)C)C1=CC=C(C=C1)CC(C)(O)C